P-[6-[2-[2-(2-Hydroxyethoxy)ethoxy]ethoxy]hexyl]phosphonic acid OCCOCCOCCOCCCCCCP(O)(O)=O